ClC1=NC=C(C(=N1)NC1=C(C(=O)NOC)C=CC=C1)Cl 2-((2,5-dichloropyrimidin-4-yl)amino)-N-methoxybenzamide